C(C)N1C(C(N(CC1)C(=O)N[C@@H](C(=O)N[C@H]1[C@H]2SC([C@@H](N2C1=O)C(=O)[O-])(C)C)C1=CC=CC=C1)=O)=O.[Na+] sodium (2S,5R,6R)-6-[(R)-2-(4-ethyl-2,3-dioxo-1-piperazinecarboxamido)-2-phenylacetamido]-3,3-dimethyl-7-oxo-4-thia-1-azabicyclo[3.2.0]heptane-2-carboxylate